1-{2-[(1H-1,3-Benzodiazol-2-ylmethyl)amino]ethyl}-N-[(3-fluoropyridin-2-yl)methyl]-1H-1,2,4-triazole-3-carboxamide N1C(=NC2=C1C=CC=C2)CNCCN2N=C(N=C2)C(=O)NCC2=NC=CC=C2F